C(CCCCCCCCCCCCC)N(C)C Tetradecyl-dimethylamine